1,6-bis(glycidyloxy)naphthalene ethyl-dichloroacetate (ethyl-dichloroacetate) C(C)C(C(=O)O)(Cl)Cl.C(C)OC(C(Cl)Cl)=O.C(C1CO1)OC1=CC=CC2=CC(=CC=C12)OCC1CO1